4-((2-butyl-1H-imidazo[4,5-d]thieno[3,2-b]pyridin-1-yl)methyl)piperidine-1-carboxylic acid benzyl ester C(C1=CC=CC=C1)OC(=O)N1CCC(CC1)CN1C(=NC=2C1=C1C(=NC2)C=CS1)CCCC